6-chloro-1-heptene ClC(CCCC=C)C